C(C)(C)(C)OC(NC1CCNCC1)=O N-(4-piperidinyl)carbamic acid tert-butyl ester